FC(C(=O)O)(F)F.NCC(CC=1N(C(NN1)=O)C1=NC=C(C=C1C)C#CC=1C=NC(=CC1)N1CCOCC1)=C(F)F [2-(aminomethyl)-3,3-difluoro-allyl]-4-[3-methyl-5-[2-(6-morpholino-3-pyridinyl)ethynyl]-2-pyridinyl]-1,2,4-triazol-3-one trifluoroacetate salt